[Si](C)(C)(C(C)(C)C)OCCN(CC(NC(P(OCC)(OCC)=O)P(OCC)(OCC)=O)=O)CCO[Si](C(C)(C)C)(C)C tetraethyl (5-(2-((tert-butyldimethylsilyl)oxy)ethyl)-9,9,10,10-tetramethyl-3-oxo-8-oxa-2,5-diaza-9-silaundecane-1,1-diyl)bis(phosphonate)